CC=1SC(=CC1)B1OC(C)(C)C(C)(C)O1 2-methylthiophene-5-boronic acid pinacol ester